4-chloro-5-(trimethylsilyl)pyrimidine ClC1=NC=NC=C1[Si](C)(C)C